C(=O)(O)CCNC1=CC=C(C(=O)O)C=C1 4-((2-carboxyethyl)amino)benzoic acid